fluoropyrrolidine hydrochloride salt Cl.FN1CCCC1